O=C1C=2N(C3=CC(=CC=C3N1)C(=O)OC)C=CC2 methyl 4-oxo-4,5-dihydropyrrolo[1,2-a]quinoxalin-8-carboxylate